2-(cis-3-((trifluoromethoxy)methyl)cyclobutoxy)acetic acid tert-butyl ester C(C)(C)(C)OC(CO[C@@H]1C[C@@H](C1)COC(F)(F)F)=O